(R)-6-bromo-3-((1-(tert-butoxycarbonyl)piperidin-3-yl)amino)-5-methyl-1,2,4-Triazine-2-oxide BrC1=C(N=C([N+](=N1)[O-])N[C@H]1CN(CCC1)C(=O)OC(C)(C)C)C